Ethyl (1R,2R,3aS,10aR)-1-[(1E,3ξ,4R)-4-(2,4-difluorophenyl)-3-hydroxy-1-penten-1-yl]-5-fluoro-2-hydroxy-2,3,3a,9,10,10a-hexahydro-1H-benzo[b]cyclopenta[f]oxepin-6-carboxylate FC1=C(C=CC(=C1)F)[C@H](C(/C=C/[C@H]1[C@@H](C[C@H]2[C@@H]1CCC1=C(O2)C(=C(C=C1)C(=O)OCC)F)O)O)C